C[C@@H]1CN(CCC1)CC1=CC(=C2CN(C(C2=C1)=O)C1=CC(=CC=C1)C1(COC1)C1=NN=CN1C)C(F)(F)F 6-[[(3S)-3-methyl-1-piperidyl]methyl]-2-[3-[3-(4-methyl-1,2,4-triazol-3-yl)oxetan-3-yl]phenyl]-4-(trifluoromethyl)isoindolin-1-one